N,N,N-trimethyladamantylammonium hydroxide [OH-].C[N+](C)(C)C12CC3CC(CC(C1)C3)C2